3-methylazepan-3-ol hydrogen chloride Cl.CC1(CNCCCC1)O